(R)-N-(6-(2-chloro-5-fluorophenyl)-8-oxo-3-(2,2,2-trifluoroethyl)-3,6,7,8-tetrahydroimidazo[4,5-e]isoindol-5-yl)-3-fluoro-5-(trifluoromethyl)benzamide ClC1=C(C=C(C=C1)F)[C@@H]1NC(C2=C3C(=CC(=C12)NC(C1=CC(=CC(=C1)C(F)(F)F)F)=O)N(C=N3)CC(F)(F)F)=O